1,3-dimethoxypropane-2-amine COCC(COC)N